COC(=O)C1=CC2=C(N=C(N2C[C@H]2OCC2)CC2=CC=C(C=C2)C2=NC(=CC=C2)O)S1 (S)-2-(4-(6-hydroxypyridin-2-yl)benzyl)-1-(oxetan-2-ylmethyl)-1H-thieno[2,3-d]Imidazole-5-carboxylic acid methyl ester